N-benzyl-N-(4-chlorophenyl)formamide C(C1=CC=CC=C1)N(C=O)C1=CC=C(C=C1)Cl